Cl.C1NCC2CCCCC12 Octahydro-isoindole hydrochloride